3-((6-(acrylamidomethyl)-4-(4-(trifluoromethyl)-phenyl)-4,5,6,7-tetrahydro-2H-pyrazolo[4,3-b]pyridin-2-yl)methyl)benzamide C(C=C)(=O)NCC1CC=2C(N(C1)C1=CC=C(C=C1)C(F)(F)F)=CN(N2)CC=2C=C(C(=O)N)C=CC2